Chloro-Isobutan ClCC(C)C